ClC1=CNC2=C(C=CC=C12)NS(=O)(=O)C=1C=C(C(=O)NCCCOCCOCCCNC2=C3C(N(C(C3=CC=C2)=O)C2C(NC(CC2)=O)=O)=O)C=CC1 3-(N-(3-chloro-1H-indol-7-yl)sulfamoyl)-N-(3-(2-(3-((2-(2,6-dioxopiperidin-3-yl)-1,3-dioxoisoindolin-4-yl)amino)propoxy)ethoxy)propyl)benzamide